benzotriazol-1-yloxy-tris-pyrrolidinophosphonium hexafluorophosphate F[P-](F)(F)(F)(F)F.N1(N=NC2=C1C=CC=C2)O[P+](N2CCCC2)(N2CCCC2)N2CCCC2